3-[(6-phenoxy-1,3-benzothiazol-2-yl)carbamoyl]bicyclo[2.2.1]hept-5-ene-2-carboxylic acid O(C1=CC=CC=C1)C1=CC2=C(N=C(S2)NC(=O)C2C(C3C=CC2C3)C(=O)O)C=C1